C(#N)C=1C=C(OC[C@@H]2CN(CCO2)C(=O)OC(C)(C)C)C=C(C1)C=1SC(=CN1)C tert-Butyl (2S)-2-{[3-cyano-5-(5-methyl-1,3-thiazol-2-yl)phenoxy]methyl}morpholine-4-carboxylate